(S)-1-methyl-N-(4-((3-fluorobenzyl)oxy)benzyl)pyrrolidine-3-carboxamide CN1C[C@H](CC1)C(=O)NCC1=CC=C(C=C1)OCC1=CC(=CC=C1)F